2-(1-(7-(tert-butoxy)-7-oxoheptyl)-6-(2-((tert-butoxycarbonyl)amino)phenyl)-1H-indol-2-yl)-7-methoxy-1-methyl-1H-benzo[d]Imidazole-5-carboxylic acid methyl ester COC(=O)C1=CC2=C(N(C(=N2)C=2N(C3=CC(=CC=C3C2)C2=C(C=CC=C2)NC(=O)OC(C)(C)C)CCCCCCC(=O)OC(C)(C)C)C)C(=C1)OC